C(C1=CC=CC=C1)OC1=C2C(N(CC2=CC=C1C#N)C1C(NC(CC1)=O)=O)=O 4-(benzyloxy)-2-(2,6-dioxopiperidin-3-yl)-3-oxoisoindoline-5-carbonitrile